ClC1=C(C(=O)N(C)C2CC2)C=C(C=N1)C=1C=NN(C1)C1=C(C=C(C=C1Cl)C(C(F)(F)F)(C(F)(F)F)F)Cl 2-chloro-N-cyclopropyl-5-(1-(2,6-dichloro-4-(perfluoropropane-2-yl)phenyl)-1H-pyrazol-4-yl)-N-methyl-nicotinamide